2-(1-methylpyrazol-3-yl)-4-(1-methylpyrazol-4-yl)-5-(trifluoromethyl)pyrazol CN1N=C(C=C1)N1N=C(C(=C1)C=1C=NN(C1)C)C(F)(F)F